C(C)(C)(C)OC(=O)N(C1CN(CC1)C=1N=CC(=NC1)C(=O)[O-])C1CC1.[Li+] lithium 5-(3-((tert-butoxycarbonyl)(cyclopropyl)amino)pyrrolidin-1-yl)pyrazine-2-carboxylate